N-(2-fluorobenzyl)-1H-benzimidazol-2-amine FC1=C(CNC2=NC3=C(N2)C=CC=C3)C=CC=C1